monopotassium glucarate salt O=C([C@H](O)[C@@H](O)[C@H](O)[C@H](O)C(=O)[O-])O.[K+]